3-(3-Hydroxyphenyl)-8-(pyridin-3-yl)-6-(4-(trifluoromethyl)phenyl)pyrido[3,4-d]pyrimidin-4(3H)-one OC=1C=C(C=CC1)N1C=NC2=C(C1=O)C=C(N=C2C=2C=NC=CC2)C2=CC=C(C=C2)C(F)(F)F